OC=1C=C(C=CC1OC)/C=C/C(=O)C1=CC=C(C=C1)S(=O)(=O)N1CCOCC1 (E)-3-(3-Hydroxy-4-methoxyphenyl)-1-(4-morpholin-4-ylsulfonylphenyl)prop-2-en-1-one